[Se](=S)(=O)([O-])[O-].[Na+].[Na+] sodium thioselenate